O1COC2=C1C=CC=C2CNCC2=CC(=NC=C2)N2CCCCC2 N-(1,3-benzodioxol-4-ylmethyl)-1-[2-(1-piperidyl)-4-pyridyl]methanamine